1-(2-((tert-butoxycarbonyl)amino)ethyl)-1H-pyrazole-3-carboxylic acid ethyl ester C(C)OC(=O)C1=NN(C=C1)CCNC(=O)OC(C)(C)C